NCCC[N+](C)(CCCC(=O)N1CCN(CC1)C(C1=C(C=C(C=C1)NC(=O)C=1N(C(=CN1)C1=C(C(=C(C=C1)OC)F)F)C)Cl)=O)CC(=O)O 3-aminopropyl-(carboxymethyl)-[4-[4-[2-chloro-4-[[5-(2,3-difluoro-4-methoxy-phenyl)-1-methyl-imidazole-2-carbonyl]amino]benzoyl]piperazin-1-yl]-4-oxo-butyl]-methyl-ammonium